iodine (iodomethoxy)methane ICOC.[I]